tert-butyl 5-[(tert-butyldiphenylsilyl)oxy]-3-[(methanesulfonyloxy)methyl]-2-azabicyclo[2.2.1]heptane-2-carboxylate [Si](C1=CC=CC=C1)(C1=CC=CC=C1)(C(C)(C)C)OC1C2C(N(C(C1)C2)C(=O)OC(C)(C)C)COS(=O)(=O)C